ClC1=NC(=C2N=CN(C2=N1)CC1CC1)NCC1=C(C=CC=C1)N1N=C(C=C1)C(C)(C)O 2-(1-(2-(((2-chloro-9-(cyclopropylmethyl)-9H-purin-6-yl)amino)methyl)phenyl)-1H-pyrazol-3-yl)propan-2-ol